C(C)(C)(C)C1=CC=C(C=C1)C1CN(CC1)CC=1OC(=CC1)[N+](=O)[O-] 3-(4-tert-Butylphenyl)-1-[(5-nitrofuran-2-yl)methyl]pyrrolidine